C1=CC=CC=2C1=C1N(C3=CC=CC=C3C1=CC2)C2=C(C#N)C(=C(C(=C2N2C1=CC=CC=C1C1=CC=C3C(=C21)C=CC=C3)N3C2=CC=CC=C2C2=CC=C1C(=C32)C=CC=C1)C1=NC(=NC(=C1)C1=CC=CC=C1)C1=CC=CC=C1)N1C3=CC=CC=C3C3=CC=C2C(=C13)C=CC=C2 2,3,4,6-tetrakis(11H-benzo[a]carbazol-11-yl)-5-(2,6-diphenylpyrimidin-4-yl)benzonitrile